BrC=1C(=C(C=CC1)NC(=O)C1=NN2C([C@H](CCC2)N2C[C@@H](CC2)C(=O)OC)=C1)Cl (R)-methyl 1-((S)-2-((3-bromo-2-chlorophenyl)carbamoyl)-4,5,6,7-tetrahydropyrazolo[1,5-a]pyridin-4-yl)pyrrolidine-3-carboxylate